Cl.NC=1SC2=C(N1)C=C(C=C2)C=2C(=CC(=NC2)N2C(N(N=C2)C\C(=C\F)\CN)=O)C 4-[5-(2-amino-1,3-benzothiazol-5-yl)-4-methylpyridin-2-yl]-2-[(2E)-2-(amino-methyl)-3-fluoroprop-2-en-1-yl]-2,4-dihydro-3H-1,2,4-triazol-3-one hydrochloride